Cl.FC1(CC(C1)C(N1[C@@H](CN[C@H](C1)C)C)C1=CC(=C(C=C1)C(F)F)F)F (2R,5S)-1-((3,3-Difluorocyclobutyl)(4-(difluoromethyl)-3-fluorophenyl)methyl)-2,5-dimethylpiperazine hydrochloride